4-(3-((5-(5-(difluoromethyl)-1,3,4-oxadiazol-2-yl)pyridin-2-yl)methyl)-2-oxo-2,3-dihydrobenzo[d]thiazol-6-yl)-3,6-dihydropyridine-1(2H)-carboxylic acid tert-butyl ester C(C)(C)(C)OC(=O)N1CCC(=CC1)C1=CC2=C(N(C(S2)=O)CC2=NC=C(C=C2)C=2OC(=NN2)C(F)F)C=C1